2-{[4-({2-[(4-cyano-2-fluorophenoxy)methyl]-5-fluoropyrimidin-4-yl}oxy)piperidin-1-yl]methyl}-1-{[(2S)-oxetan-2-yl]methyl}-1H-1,3-benzodiazole-6-carboxylic acid C(#N)C1=CC(=C(OCC2=NC=C(C(=N2)OC2CCN(CC2)CC2=NC3=C(N2C[C@H]2OCC2)C=C(C=C3)C(=O)O)F)C=C1)F